ClC1=C(C(=CC=C1)C)B(O)O (2-Chloro-6-methylphenyl)boronic acid